C12OCCCN(C2C1)C=1C2=C(N=C(N1)OCC1(CC1)C=O)C(=C(N=C2)C2=CC(=CC1=CC=C(C(=C21)CC)F)OCOC)F 1-(((4-(2-oxa-6-azabicyclo[5.1.0]octan-6-yl)-7-(8-ethyl-7-fluoro-3-(methoxymethoxy)naphthalen-1-yl)-8-fluoropyrido[4,3-d]pyrimidin-2-yl)oxy)methyl)cyclopropane-1-carbaldehyde